N1C[C@H](CCC1)NC1=NC=C(C(=N1)C1=CNC2=NC(=CC=C21)C2OCCCC2)C(F)(F)F N-((S)-piperidin-3-yl)-4-(6-(tetrahydropyran-2-yl)-1H-pyrrolo[2,3-b]pyridine-3-yl)-5-(trifluoromethyl)pyrimidin-2-amine